C(=O)C1CC(C1)NC([O-])=O (3-formylcyclobutyl)carbamate